N-[4-(3-cyanophenyl)-5-(2,6-dimethyl-4-pyridyl)thiazol-2-yl]-3-methyl-2-oxo-1,3,8-triazaspiro[4.5]decane-8-carboxamide C(#N)C=1C=C(C=CC1)C=1N=C(SC1C1=CC(=NC(=C1)C)C)NC(=O)N1CCC2(CN(C(N2)=O)C)CC1